C(CCC)C1=C(C(=C2NC3=CC=CC=C3C2=C1)CCCCN)CCCCN butyl-carbazolDibutylamine